1-([ETHYL(METHYL)AMINO]METHYL)CYCLOPENTANE-1-CARBALDEHYDE C(C)N(C)CC1(CCCC1)C=O